methyl 2-(4-cyclobutylphenoxy)-2-methyl-propionate C1(CCC1)C1=CC=C(OC(C(=O)OC)(C)C)C=C1